(+/-)-1-(7-(2-(1H-tetrazol-5-yl)phenyl)-3-methyl-5-phenyl-2,5-dihydrobenzo[b]oxepin-9-yl)-3-(p-tolyl)urea N1N=NN=C1C1=C(C=CC=C1)C1=CC2=C(OCC(=C[C@@H]2C2=CC=CC=C2)C)C(=C1)NC(=O)NC1=CC=C(C=C1)C |r|